3-amino-thiolane-1,1-dione NC1CS(CC1)(=O)=O